1-(4-((3-amino-5-(2-aminospiro[bicyclo[3.1.0]hexane-3,4'-piperidin]-1'-yl)pyrazin-2-yl)thio)-3,3-difluoroindolin-1-yl)ethan-1-one NC=1C(=NC=C(N1)N1CCC2(CC1)C(C1CC1C2)N)SC2=C1C(CN(C1=CC=C2)C(C)=O)(F)F